N-([1,2,3]triazolo[1,5-b]pyridazin-3-ylmethyl)-4-(trifluoromethoxy)benzamide N1=NC(=C2N1N=CC=C2)CNC(C2=CC=C(C=C2)OC(F)(F)F)=O